2-propoxybutyl hydroxysulfonate OS(=O)(=O)OCC(CC)OCCC